ethyl 2-[[[(4-methylphenyl) sulfonyl] oxy] methyl]-2-propenoate CC1=CC=C(C=C1)S(=O)(=O)OCC(C(=O)OCC)=C